palmitoyl isononanoate C(CCCCCC(C)C)(=O)OC(CCCCCCCCCCCCCCC)=O